FC(C(C)C1CCC(CC1)N)(F)F 4-(2,2,2-trifluoro-1-methyl-ethyl)cyclohexanamine